C(#N)[C@H]1N(CC(C1)(F)F)C(CNC(=O)C=1C=NC=2CN(CCC2C1)C(CCC(=O)ON1C(CCC1=O)=O)=O)=O 2,5-dioxopyrrolidin-1-yl (S)-4-(3-((2-(2-cyano-4,4-difluoropyrrolidin-1-yl)-2-oxoethyl) carbamoyl)-5,8-dihydro-1,7-naphthyridin-7(6H)-yl)-4-oxobutanoate